manganese (III) di(2-ethylhexanoate) C(C)C(C(=O)[O-])CCCC.C(C)C(C(=O)[O-])CCCC.[Mn+3]